FC=1C=C(C=CC1)NC1=NC(=CC(=C1)NC(OC(C)(C)C)=O)C(NC1CC2=CC=C(C=C2C1)C)=O Tert-Butyl (2-((3-fluorophenyl)amino)-6-((5-methyl-2,3-dihydro-1H-inden-2-yl)carbamoyl)pyridin-4-yl)carbamate